manganese-gallium-germanium [Ge].[Ga].[Mn]